CN(C1[NH+](CCCN1CC=O)C)C 2-dimethylamino-3-formylmethyl-1-methyl-1,4,5,6-tetrahydropyrimidinium